N-(6-Phenylaminopyridazin-4-yl)-2-(2-chloro-4-fluorophenyl)acetamide C1(=CC=CC=C1)NC1=CC(=CN=N1)NC(CC1=C(C=C(C=C1)F)Cl)=O